O=C1NC(CCC1N1C(C2=CC=C(C=C2C1=O)CN1CCN(CC1)C=1C=NC=CC1)=O)=O 2-(2,6-dioxopiperidin-3-yl)-5-((4-(pyridin-3-yl)piperazin-1-yl)methyl)isoindoline-1,3-dione